1-azabicyclo[2.2.2]oct-3-ylacetate N12CC(C(CC1)CC2)CC(=O)[O-]